3-[[5-[2-[2-(tert-butoxycarbonylamino)ethoxy]phenyl]-2,4-difluoro-phenyl]sulfamoyl]-5-chloro-4-methoxy-benzoic acid C(C)(C)(C)OC(=O)NCCOC1=C(C=CC=C1)C=1C(=CC(=C(C1)NS(=O)(=O)C=1C=C(C(=O)O)C=C(C1OC)Cl)F)F